FC=1C(=NC(=NC1)NC1=CC=C(C(=O)O)C=C1)C=1N(C(=NC1)C)C(C)C 4-[[5-fluoro-4-(3-isopropyl-2-methyl-imidazol-4-yl)pyrimidin-2-yl]amino]benzoic acid